CN1N=C(C=C1)C=1C=2C=CC=3N(C2N=C(C1)C(C(F)(F)F)(F)F)C=C(N3)C=3OC=NN3 2-(4-(1-methyl-1H-pyrazol-3-yl)-2-(perfluoroethyl)imidazo[1,2-a][1,8]naphthyridin-8-yl)-1,3,4-oxadiazole